ClC1=NN2C(C(=N1)Cl)=CC(=C2)C=2C=NN(C2)C 2,4-dichloro-6-(1-methyl-1H-pyrazol-4-yl)pyrrolo[2,1-f][1,2,4]triazine